N1C=NC(=C1)C1=CN(C2=CC=C(C=C12)S(=O)(=O)NC)C1=CC=C(C=C1)C(F)(F)F 3-(1H-imidazol-4-yl)-N-methyl-1-(4-(trifluoromethyl)phenyl)-1H-indole-5-sulfonamide